(R)-2-(3,3-Difluoro-4-((4-methoxy-5-(1-(2,2,2-trifluoroethyl)-1H-benzo[d][1,2,3]triazol-6-yl)pyrrolo[2,1-f][1,2,4]triazin-2-yl)amino)piperidin-1-yl)ethan-1-ol FC1(CN(CC[C@H]1NC1=NN2C(C(=N1)OC)=C(C=C2)C=2C=CC1=C(N(N=N1)CC(F)(F)F)C2)CCO)F